COC1=CC=C(CC2=NN(C(=N2)C2CNCCO2)C2=NC=CC=C2)C=C1 2-(3-(4-Methoxybenzyl)-1-(pyridin-2-yl)-1H-1,2,4-triazol-5-yl)morpholin